(S)-3,3-Difluoro-4-Hydroxypiperidine-1-Carboxylic Acid Tert-Butyl Ester C(C)(C)(C)OC(=O)N1CC([C@H](CC1)O)(F)F